CNC1=C(C=CC=C1)CNCCC1(CCOC2(CCCC2)C1)C1=NC=CC=C1 N-methyl-2-(((2-(9-(pyridin-2-yl)-6-oxaspiro[4.5]decan-9-yl)ethyl)amino)methyl)aniline